5-[3-(2-methoxy-phenyl)-1,2,4-thiadiazol-5-yl]-1-(propan-2-yl)-1H-1,2,3-benzotriazole COC1=C(C=CC=C1)C1=NSC(=N1)C1=CC2=C(N(N=N2)C(C)C)C=C1